tris(4-((4-acetylphenyl)thio)phenyl)sulfonium tetrakis(perfluorophenyl)borate nickel [Ni].FC1=C(C(=C(C(=C1F)F)F)F)[B-](C1=C(C(=C(C(=C1F)F)F)F)F)(C1=C(C(=C(C(=C1F)F)F)F)F)C1=C(C(=C(C(=C1F)F)F)F)F.C(C)(=O)C1=CC=C(C=C1)SC1=CC=C(C=C1)[S+](C1=CC=C(C=C1)SC1=CC=C(C=C1)C(C)=O)C1=CC=C(C=C1)SC1=CC=C(C=C1)C(C)=O